CC/C=C\C/C=C\C/C=C\C/C=C\CCCCC(=O)O[C@H](COC(=O)CCC/C=C\C/C=C\C/C=C\C/C=C\C/C=C\CC)COP(=O)([O-])OCC[N+](C)(C)C 1-(5Z,8Z,11Z,14Z,17Z-eicosapentaenoyl)-2-(6Z,9Z,12Z,15Z-octadecatetraenoyl)-glycero-3-phosphocholine